C(C=C)OC(=O)NCC1(CN(C1)C[C@@H](CNC(OC(C)(C)C)=O)O)O Tert-butyl N-[(2R)-3-[3-[(allyloxycarbonylamino)methyl]-3-hydroxyazetidin-1-yl]-2-hydroxy-propyl]carbamate